N1N=CC(=C1)C1=CC=C(C=C1)N1C(C2(CC1)NC1=CC=C(C=C1C2)OC)=O (4-(1H-pyrazol-4-yl)phenyl)-5-methoxyspiro[indoline-2,3'-pyrrolidine]-2'-one